FC=1C(=NC(=NC1)C1=CN=CS1)S(=O)(=O)C 5-(5-fluoro-4-(methylsulfonyl)pyrimidin-2-yl)thiazole